ethyl (R)-17-((((9H-fluoren-9-yl)methoxy)carbonyl)amino)-17-ethyl-2,2-dimethyl-4-oxo-3,8,11,14-tetraoxa-5-azaoctadecan-18-oate C1=CC=CC=2C3=CC=CC=C3C(C12)COC(=O)N[C@](CCOCCOCCOCCNC(OC(C)(C)C)=O)(C(=O)OCC)CC